C(CC)OC(\C=C\C(=O)O)=O.COC1=C(C=CC=C1)NC1=NC=C(C(=N1)OC=1C=C(C=CC1)NC(C=C)=O)C1=CC=C(C=C1)C(F)(F)F N-[3-({2-[(2-methoxyphenyl)amino]-5-[4-(trifluoromethyl)phenyl]pyrimidin-4-yl}oxy)phenyl]prop-2-enamide monon-propyl-fumarate